di-nonyl-benzenesulfonic acid C(CCCCCCCC)C=1C(=C(C=CC1)S(=O)(=O)O)CCCCCCCCC